2-Chloro-6-isocyanato-methylcyclohexadiene ClC1=C(C(CC=C1)N=C=O)C